FC=1C(=CC=C2N=C(C(NC12)=O)C(F)(F)F)CO 8-fluoro-7-(hydroxymethyl)-3-(trifluoromethyl)-1H-quinoxalin-2-one